C(C)(C)(C)C=1N(N=C2C(=C(C=C(C12)N1C[C@H](CC1)NCC)OC)C(=O)NC=1C=C(C=2N(C1)C=C(N2)C)F)C tert-butyl-4-[(3S)-3-(ethylamino)pyrrolidin-1-yl]-N-(8-fluoro-2-methyl-imidazo[1,2-a]pyridin-6-yl)-6-methoxy-2-methyl-indazole-7-carboxamide